ClC=1C=C(C(N(C1C(N)=O)C1=CC=C(C=C1)F)=O)C(=O)OCC ethyl 5-chloro-6-carbamoyl-1-(4-fluorophenyl)-2-oxo-1,2-dihydropyridine-3-carboxylate